N-tertiary butyldiethanolamine C(C)(C)(C)N(CCO)CCO